3beta-hydroxy-5alpha-cholest-8(9),14(15)-dien-23-one O[C@@H]1C[C@@H]2CCC=3C4=CC[C@H]([C@@H](CC(CC(C)C)=O)C)[C@]4(CCC3[C@]2(CC1)C)C